C(CC)(=S)SSCCCCCCCCCCCC laurylthio dithiopropionate